FC(C(C(F)(F)F)C1=C2C(C(=O)OC2=O)=CC=C1)(F)F Hexafluoroisopropylphthalic anhydride